N-[(2,6-difluorophenyl)methyl]-N'-(2-pyridylmethyl)-N-(5,6,7,8-tetrahydro-8-quinolinyl)-1,4-xylylenediamine FC1=C(C(=CC=C1)F)CN(CC1=CC=C(C=C1)CNCC1=NC=CC=C1)C1CCCC=2C=CC=NC12